C(#N)C1(CC1)C1=CC=CC(=N1)C1=CC(=C(C(=O)O)C=C1)C1CC1 4-(6-(1-cyanocyclopropyl)pyridin-2-yl)-2-cyclopropylbenzoic acid